3-((3s,4r)-3-amino-4-(2,6-difluoro-4-methoxyphenyl)-2-oxopyrrolidin-1-yl)-1-(1-hydroxy-3-methoxypropane-2-yl)pyridin-2(1H)-one hydrochloride Cl.N[C@@H]1C(N(C[C@H]1C1=C(C=C(C=C1F)OC)F)C=1C(N(C=CC1)C(CO)COC)=O)=O